C(C)(C)(C)S(=O)N(C(C)C=1C=C(C=NC1)NC(OC(C)(C)C)=O)C tert-butyl (5-(1-((tert-butylsulfinyl)(methyl)amino)ethyl)pyridin-3-yl)carbamate